C(C)OC(CCCN1N=C(N=C1Br)Br)=O 4-(3,5-dibromo-1,2,4-triazole-1-yl)butyric acid ethyl ester